Carbazoletriamine C1(=C(C(=CC=2C3=CC=CC=C3NC12)N)N)N